methyl 4-benzyl-1-((4-methoxyphenyl) carbamoyl)-1,2,3,4-tetrahydroquinoxaline-6-carboxylate C(C1=CC=CC=C1)N1CCN(C2=CC=C(C=C12)C(=O)OC)C(NC1=CC=C(C=C1)OC)=O